CC(=CCC1=C(C(=CC(=C1)C(=O)O)OC)[O-])C The molecule is the hydroxybenzoate anion formed by loss of a proton from the carboxy group of 3-methoxy-4-hydroxy-5-all-trans-polyprenylbenzoic acid. The major species present at pH 7.3. It is a hydroxybenzoate and a methoxybenzoate. It is a conjugate base of a 3-methoxy-4-hydroxy-5-all-trans-polyprenylbenzoic acid.